(R)-N-(3-(3,5-dimethylisoxazol-4-yl)-4-(piperidin-2-ylmethoxy)phenyl)-4-methyl-1,2,5-oxadiazole-3-carboxamide CC1=NOC(=C1C=1C=C(C=CC1OC[C@@H]1NCCCC1)NC(=O)C1=NON=C1C)C